4-(4-chloro-2,5-difluorophenyl)-3-(3-chlorophenyl)-5-neopentylpyrrolidine-2-carboxylic acid tert-butyl ester C(C)(C)(C)OC(=O)C1NC(C(C1C1=CC(=CC=C1)Cl)C1=C(C=C(C(=C1)F)Cl)F)CC(C)(C)C